6-(3-((2-ethylhexyl)oxy)-5-pentadecylphenyl)hex-5-yn-1-ol C(C)C(COC=1C=C(C=C(C1)CCCCCCCCCCCCCCC)C#CCCCCO)CCCC